tetrabutylammonium tris(3-chloro-4-methylphenyl)hexylborate tert-butyl-2-(3-acetyl-5-(4,4,5,5-tetramethyl-1,3,2-dioxaborolan-2-yl)-1H-indol-1-yl)acetate C(C)(C)(C)OC(CN1C=C(C2=CC(=CC=C12)B1OC(C(O1)(C)C)(C)C)C(C)=O)=O.ClC=1C=C(C=CC1C)C(CCCCCOB([O-])[O-])(C1=CC(=C(C=C1)C)Cl)C1=CC(=C(C=C1)C)Cl.C(CCC)[N+](CCCC)(CCCC)CCCC.C(CCC)[N+](CCCC)(CCCC)CCCC